N1=NC=C(C=C1)C=1C=C2C(=NNC2=CC1)C(=O)N 5-(pyridazin-4-yl)-1H-indazole-3-carboxamide